NC1=CC(=C(CNC(OC(C)(C)C)=O)C=C1)F tert-butyl (4-amino-2-fluorobenzyl)carbamate